5-(trifluoromethyl)-3-(5-((4-(trifluoromethyl)phenyl)sulfonyl)-4,5,6,7-tetrahydrothieno[3,2-c]pyridin-3-yl)-1,2,4-oxadiazole FC(C1=NC(=NO1)C1=CSC2=C1CN(CC2)S(=O)(=O)C2=CC=C(C=C2)C(F)(F)F)(F)F